C1(=CC=CC=C1)[B-](C1=C(C(=C(C(=C1F)F)F)F)F)(C1=C(C(=C(C(=C1F)F)F)F)F)C1=C(C(=C(C(=C1F)F)F)F)F.OC1=CC=C(C=C1)C[SH+]CC1=C(C=CC=C1)C 4-hydroxyphenylmethyl-(2-methylbenzyl)sulfonium phenyltris(pentafluorophenyl)borate